FC(C1=NC=CC(=C1)N1CC2(C1)CN(CC2)C2=NC=CC(=N2)C(=O)OC)(F)F methyl 2-(2-(2-(trifluoromethyl)pyridin-4-yl)-2,6-diazaspiro[3.4]octan-6-yl)pyrimidine-4-carboxylate